N-methyl-1-oxa-3,8-diazaspiro[4.5]decane-8-carboxamide CNC(=O)N1CCC2(CNCO2)CC1